3-Ethyl-11-methyl-11H-imidazo[1',2':1,2]pyrido[3,4-b]indole C(C)C1=CN=C2N1C=CC1=C2N(C2=CC=CC=C12)C